Cl.N[C@H]1CN(CC[C@@H]2N(C1=O)[C@@H](CC2)C(=O)N[C@@H]2CCOC1=CC=CC=C21)C(CF)=O (5S,8S,10aR)-5-amino-N-((R)-chroman-4-yl)-3-(2-fluoroacetyl)-6-oxodecahydropyrrolo[1,2-a][1,5]diazocine-8-carboxamide hydrochloride